1-(4-(2,4-difluorophenoxy)-3-(6-methyl-7-oxo-6,7-dihydro-1H-pyrrolo[2,3-c]pyridin-4-yl)phenyl)-3-methylpyrrolidine-2,5-dione FC1=C(OC2=C(C=C(C=C2)N2C(C(CC2=O)C)=O)C=2C3=C(C(N(C2)C)=O)NC=C3)C=CC(=C1)F